(S)-N-(2-hydroxy-1-phenylethyl)-3-(pyridin-4-yl)-1-trityl-1,7-dihydroimidazo[4,5-f]Indazole-6-carboxamide OC[C@H](C1=CC=CC=C1)NC(=O)C=1NC2=C(C=C3C(=NN(C3=C2)C(C2=CC=CC=C2)(C2=CC=CC=C2)C2=CC=CC=C2)C2=CC=NC=C2)N1